BrCC(=O)C1=CC=C(C=C1)OC(F)(F)F 2-bromo-1-(4-(trifluoromethoxy)phenyl)ethanone